O=C1NC(CCC1N1C(C2=CC=C(C=C2C1=O)N1CC(C1)CN1CCC(CC1)C(=O)N[C@H]1CN(CCC1)C=1N=C(C(=NC1)C(=O)N)NC=1C=NN(C1)C)=O)=O 5-[(3R)-3-[1-({1-[2-(2,6-dioxopiperidin-3-yl)-1,3-dioxoisoindol-5-yl]azetidin-3-yl}methyl)piperidine-4-amido]piperidin-1-yl]-3-[(1-methylpyrazol-4-yl)amino]pyrazine-2-carboxamide